CC1=C(C=C(C=C1)N1CCNCC1)N1C(NC(CC1)=O)=O 1-(2-methyl-5-(piperazin-1-yl)phenyl)dihydropyrimidine-2,4(1H,3H)-dione